C(C)OP(=O)(OCC)C(C(=O)OC(C)(C)C)CC1=NC(=NO1)C(C1=CC=C(C=C1)I)(F)F tert-butyl 2-(diethoxyphosphoryl)-3-(3-(difluoro(4-iodophenyl)methyl)-1,2,4-oxadiazol-5-yl)propanoate